2-hydroxycarbonylbicyclo[2.2.1]Hept-5-ene OC(=O)C1C2C=CC(C1)C2